COC1=C(C=CC(=C1)NC(=O)C1(CCCC1)C1=CC=CC=C1)NC(C1=CC(=CC=C1)C(F)(F)F)=O N-(2-methoxy-4-(1-phenylcyclopentane-1-carboxamido)phenyl)-3-trifluoromethylbenzamide